4-methoxyphenyl-2,4-bis(trichloromethyl)triazine COC1=CC=C(C=C1)C=1C(=NN(NC1)C(Cl)(Cl)Cl)C(Cl)(Cl)Cl